C(C)O[C@H]1CC[C@H](CC1)NC=1N=CC2=C(N1)NC=C2C=2C=CC=1N(C2)C(=CN1)F N-(cis-4-ethoxycyclohexyl)-5-(3-fluoroimidazo[1,2-a]pyridin-6-yl)-7H-pyrrolo[2,3-d]pyrimidin-2-amine